[Cl-].[Cl-].[Cl-].C(CC)[Hf+3]C1C=CC=C1 propylcyclopentadienyl-hafnium trichloride